5,5'-(1-methylethylidene)bis(2-hydroxy-1,3-benzenedimethanol) CC(C)(C=1C=C(C(=C(C1)CO)O)CO)C=1C=C(C(=C(C1)CO)O)CO